(E)-1-(3'-fluoro[1,1'-biphenyl]-2-yl)-3-(3-hydroxy-4-methoxyphenyl)prop-2-en-1-one FC=1C=C(C=CC1)C1=C(C=CC=C1)C(\C=C\C1=CC(=C(C=C1)OC)O)=O